C1=CC=CC=2C3=CC=CC=C3C(C12)CC(=O)N[C@@H](CC1=CC=CC=C1)[C@H](CNCC1=C(C=CC=C1)OC)O 2-(9H-fluorene-9-yl)-N-((2S,3S)-3-hydroxy-4-((2-methoxybenzyl)amino)-1-phenylbutan-2-yl)acetamide